N-[1-[(4-bromo-2-methyl-phenyl)methyl]-2-(1,3-dioxoisoindolin-2-yl)oxy-ethyl]-3-(3-chloro-2-fluoro-phenoxy)-6-methyl-pyridazine-4-carboxamide BrC1=CC(=C(C=C1)CC(CON1C(C2=CC=CC=C2C1=O)=O)NC(=O)C1=C(N=NC(=C1)C)OC1=C(C(=CC=C1)Cl)F)C